C(C)(C)(C)OC(=O)N(C)C[B-](F)(F)F.[K+] potassium (((tert-butoxycarbonyl)(methyl)amino)methyl)trifluoroborate